prop-2-en-1-yl N2-{[(9H-fluoren-9-yl)methoxy]carbonyl}-N5-[(4-nitrophenoxy)carbonyl]-L-ornithinate C1=CC=CC=2C3=CC=CC=C3C(C12)COC(=O)N[C@@H](CCCNC(=O)OC1=CC=C(C=C1)[N+](=O)[O-])C(=O)OCC=C